n-hexyl cyanoacrylate C(#N)C(C(=O)OCCCCCC)=C